COC(C(C=1SC=C(C1)C(NO)=N)NC(=O)OC(C)(C)C)=O.CC=1C=C(C=CC1)C1=NC=[NH+]C(=C1)C1=CC(=CC=C1)C 4,6-bis(3-methylphenyl)pyrimidinium methyl-2-((tert-butoxycarbonyl)amino)-2-(4-(N-hydroxycarbamimidoyl)thiophen-2-yl)acetate